1-(((3S)-1-((3-cyano-1-azetidinyl)sulfonyl)-3-piperidinyl)carbonyl)-N-(2-methyl-4-(trifluoromethyl)benzyl)-D-prolinamide C(#N)C1CN(C1)S(=O)(=O)N1C[C@H](CCC1)C(=O)N1[C@H](CCC1)C(=O)NCC1=C(C=C(C=C1)C(F)(F)F)C